O1C(CCCC1)ONC(=O)C1OC2=CC=CC=C2CC1 N-((tetrahydro-2H-pyran-2-yl)oxy)chromane-2-carboxamide